(S)-2-chloro-5-(3-((difluoromethyl)sulfonyl)-5,5-difluoro-4-hydroxyl-4,5,6,7-tetrahydro-1H-indol-1-yl)benzonitrile ClC1=C(C#N)C=C(C=C1)N1C=C(C=2[C@@H](C(CCC12)(F)F)O)S(=O)(=O)C(F)F